BrC1=C(C=CC(=C1)Cl)C(CC)=O 1-(2-bromo-4-chlorophenyl)propan-1-one